C1(=CC=CC=C1)N(C(=O)N1[C@H]([C@@H]2CC[C@H](C1)N2C(N(C2=CC=CC=C2)C2=CC=CC=C2)=O)C(=O)O)C2=CC=CC=C2 (1S,2R,5R)-3,8-bis(diphenylcarbamoyl)-3,8-diazabicyclo[3.2.1]octane-2-carboxylic acid